2-chloro-oxazolo[5,4-b]Pyridine hydrochloride Cl.ClC=1OC2=NC=CC=C2N1